NC=1C=CC=C(C1)C=1C(=C2NC1C=C1C=CC(=N1)C(=C1C=CC(N1)=C(C=1C=CC(N1)=C2S(=O)(=O)O)S(=O)(=O)O)S(=O)(=O)O)C2=CC=CC=C2 5-aminophenyl-10,15,20-trisulfophenyl-porphyrin